2-(3-chloro-2-fluorophenyl)-1-methoxy-4-methyl-1H-imidazole-5-carboxylic acid ClC=1C(=C(C=CC1)C=1N(C(=C(N1)C)C(=O)O)OC)F